4-benzoyl-2,2,6,6-tetramethyl-piperidine tert-butyl-7-hydroxy-7-(trifluoromethyl)-2-azaspiro[3.5]nonane-2-carboxylate C(C)(C)(C)OC(=O)N1CC2(C1)CCC(CC2)(C(F)(F)F)O.C(C2=CC=CC=C2)(=O)C2CC(NC(C2)(C)C)(C)C